3-({4-[2-(aminomethyl)-4-fluoro-1-(propan-2-yl)-1H-benzimidazol-6-yl]-5-chloropyrimidin-2-yl}amino)-1,5-anhydro-2,3-dideoxy-D-threo-pentitol NCC1=NC2=C(N1C(C)C)C=C(C=C2F)C2=NC(=NC=C2Cl)N[C@@H]2CCOC[C@H]2O